5-(benzyloxy)-N-cyclohexyl-2-methylbenzofuran-3-carboxamide C(C1=CC=CC=C1)OC=1C=CC2=C(C(=C(O2)C)C(=O)NC2CCCCC2)C1